FC=1C=C(C=CC1F)N1C(=C(C2=C(C=C(C=C12)F)O)C1=CC(=C(C(=O)O)C=C1)O)C1CCOCC1 4-[1-(3,4-difluorophenyl)-6-fluoro-4-hydroxy-2-tetrahydropyran-4-yl-indol-3-yl]-2-hydroxy-benzoic acid